1-(cyclopropyl-(4-fluorophenyl)methyl)piperazine tert-butyl-6-[[4-[1-(trifluoromethyl)cyclopropyl]pyrazol-1-yl]methyl]-2-azaspiro[3.3]heptane-2-carboxylate C(C)(C)(C)OC(=O)N1CC2(C1)CC(C2)CN2N=CC(=C2)C2(CC2)C(F)(F)F.C2(CC2)C(N2CCNCC2)C2=CC=C(C=C2)F